P(=O)(O)(O)OC[C@@H]1[C@H]([C@H]([C@@H](O1)N1C(=NC=2C(N)=NC=NC12)Cl)O)O 8-chloro-adenosine-5'-monophosphate